5-[3,5-dimethoxy-4-(4-piperidylidenemethyl)phenyl]-1,3,4-trimethyl-pyridin-2-one HCl salt Cl.COC=1C=C(C=C(C1C=C1CCNCC1)OC)C=1C(=C(C(N(C1)C)=O)C)C